5-((1R,2R)-2-(((5-amino-1,3,4-oxadiazol-2-yl)-methyl)amino)cyclopropyl)-N-(4,4-difluorocyclohexyl)-thiophene-3-carboxamide NC1=NN=C(O1)CN[C@H]1[C@@H](C1)C1=CC(=CS1)C(=O)NC1CCC(CC1)(F)F